C(C)C=1C=CC=C2CCCN(C12)S(=O)(=O)C1=C(C=CC(=C1)C=1C=NN(C1)C)C 8-Ethyl-1-[2-methyl-5-(1-methyl-1H-pyrazol-4-yl)benzenesulfonyl]-1,2,3,4-tetrahydroquinoline